CCCCCCCCCCCCCCCCCCCCCCCCCCCCCCCCCCCCCCCCCCCCCCCC n-Octatetracontane